3,13-OCTADECADIEN-1-OL C(CC=CCCCCCCCCC=CCCCC)O